ClC1=CC=2C(=NSC2N2CCN(CC2)C(C=C)=O)C(=C1C1=CC=CC2=CC=CC=C12)F 1-(4-(5-chloro-7-fluoro-6-(naphthalen-1-yl)benzo[c]isothiazol-3-yl)piperazin-1-yl)prop-2-en-1-one